COC(NS(=O)(=O)C1=C(C=C(C=C1)CC(C)C)C1=CC=C(C=C1)CN1C(=NC=C1)C)=O.NC1=C(C(=O)N)C=C(C=C1)N1C[C@@H]2N(CC1)CCC2 (R)-2-amino-5-(hexahydropyrrolo[1,2-a]pyrazin-2(1H)-yl)benzamide methyl-(5-isobutyl-4'-((2-methyl-1H-imidazol-1-yl)methyl)-[1,1'-biphenyl]-2-yl)sulfonylcarbamate